butyl (4-(1,1,1-trifluoro-2-(hydroxymethyl)but-3-en-2-yl)phenyl)carbamate FC(C(C=C)(CO)C1=CC=C(C=C1)NC(OCCCC)=O)(F)F